CO[C@@H]1C[C@@H](NC1)CNC(=O)C1=CN(CCS1)C=1C2=C(N=CN1)NC=C2 N-(((2R,4R)-4-methoxypyrrolidin-2-yl)methyl)-4-(7H-pyrrolo[2,3-d]pyrimidin-4-yl)-3,4-dihydro-2H-1,4-thiazine-6-carboxamide